methyl-beta-alanine (methyl 3-aminopropionate) CC(C(=O)O)CN.CNCCC(=O)O